N-(4-(4-(2-(4-acetylpiperazin-1-yl)-2-oxoethyl)phenyl)-1H-pyrrolo[2,3-b]pyridin-6-yl)cyclopropylcarboxamide C(C)(=O)N1CCN(CC1)C(CC1=CC=C(C=C1)C1=C2C(=NC(=C1)NC(=O)C1CC1)NC=C2)=O